(Z)-hex-3-en-1-yl (Z)-hex-3-enoate C(C\C=C/CC)(=O)OCC\C=C/CC